1-(2-(3,8-diazabicyclo[3.2.1]octan-8-yl)-6,7-dihydrothiazolo[5,4-c]pyridin-5(4H)-yl)-2-(4-fluoro-2-methoxyphenyl)ethan-1-one C12CNCC(CC1)N2C=2SC=1CN(CCC1N2)C(CC2=C(C=C(C=C2)F)OC)=O